CC=1N=C2N(N=C(C=C2C)C2=CC(=C3C=C(N=NC3=C2)C2CCN(CCC2)CC)F)C1 7-(2,8-Dimethylimidazo[1,2-b]pyridazin-6-yl)-3-(1-ethylazepan-4-yl)-5-fluorocinnoline